6-(cyclopropylmethyl)-1H-pyrazolo[3,4-d]pyrimidin-4(7H)-one C1(CC1)CC1=NC(C2=C(N1)NN=C2)=O